4-(4-((4-(3-((2-((1S)-1-((tetrahydro-2H-pyran-2-yl)oxy)ethyl)-1H-imidazole-1-yl)methyl)isoxazol-5-yl)phenyl)ethynyl)benzyl)morpholine-2-carboxylic acid methyl ester COC(=O)C1CN(CCO1)CC1=CC=C(C=C1)C#CC1=CC=C(C=C1)C1=CC(=NO1)CN1C(=NC=C1)[C@H](C)OC1OCCCC1